C1=CC=C(C(=C1)C2=CC(=CC=C2)O)O diphenol